[O-2].[Fe+2].[Mn+2].[Co+2].[Ni+2].[Li+] Lithium nickel cobalt manganese iron oxide